Methyl 5-((2-((3-((tert-butoxycarbonyl)((2-chloro-[1,1'-biphenyl]-4-yl)methyl)amino)propyl)amino)ethyl)amino)benzo[c][2,6]naphthyridine-8-carboxylate C(C)(C)(C)OC(=O)N(CCCNCCNC1=NC2=C(C3=CN=CC=C13)C=CC(=C2)C(=O)OC)CC2=CC(=C(C=C2)C2=CC=CC=C2)Cl